BrC=1C=CC2=C(N(C(=N2)C)CC(F)F)C1 6-Bromo-1-(2,2-difluoroethyl)-2-methyl-1H-benzo[d]imidazole